N-(2-(naphthalen-1-yl)ethyl)-1,2,4-triazine-3-carboxamide C1(=CC=CC2=CC=CC=C12)CCNC(=O)C=1N=NC=CN1